N1,N5-dimethyl-N1,N5-bis(1-methylethyl)-naphthalene-1,5-diamine CN(C1=CC=CC=2C(=CC=CC12)N(C(C)C)C)C(C)C